(R)-tert-butyl 3-(6-cyano-8-(2-((S)-1-hydroxyethyl)thieno[3,2-b]pyridin-7-yl)-3,4-dihydroquinolin-1(2H)-yl)pyrrolidine-1-carboxylate C(#N)C=1C=C2CCCN(C2=C(C1)C1=C2C(=NC=C1)C=C(S2)[C@H](C)O)[C@H]2CN(CC2)C(=O)OC(C)(C)C